3-amino-4-(4-((2,5-difluorophenyl)fluoromethyl)piperidin-1-yl)benzonitrile NC=1C=C(C#N)C=CC1N1CCC(CC1)C(F)C1=C(C=CC(=C1)F)F